FC1=C(C=CC(=C1)F)P(N(P1[C@@H](CC[C@H](C1)C1=CC=CC=C1)C1=CC=CC=C1)CCCC)C1=C(C=C(C=C1)F)F (2S,5S)-N-(bis(2,4-difluorophenyl)phosphino)-N-butyl-2,5-diphenylphosphinan-1-amine